ClC=1C=C(C=CC1Cl)NC(=O)N1[C@@H]2CC3=C(C=NC(=C3)F)[C@H]1CC2 (6S,9R)-N-(3,4-dichlorophenyl)-3-fluoro-6,7,8,9-tetrahydro-5H-6,9-epiminocyclohepta[c]-pyridine-10-carboxamide